OCCOC1=CC=C(C=C1)C1(C2=C(C=CC=C2C=2C=CC=C(C12)C1=CC=CC=C1)C1=CC=CC=C1)C1=CC=C(C=C1)OCCO 9,9-bis(4-(2-hydroxyethoxy)phenyl)-1,8-diphenylfluorene